8-bromo-6-(4-(trifluoromethyl)phenyl)imidazo[1,2-a]pyrazine BrC=1C=2N(C=C(N1)C1=CC=C(C=C1)C(F)(F)F)C=CN2